C(C)(C)(C)OC(=O)N[C@H](C(=O)N)CC1=CC=C(C=C1)NC(=O)C1=NC=CC=C1 (2S)-2-[(tert-butoxycarbonyl)amino]-3-[4-(pyridine-2-carboxamido)phenyl]Propionamide